3-(4-(1-(3-(1-(((R)-1-(3-(Difluoromethyl)-2-fluorophenyl)ethyl)amino)-4-methyl-pyrido[3,4-d]pyridazin-7-yl)-4-fluorobenzyl)piperidin-4-yl)phenyl)piperidine-2,6-dione FC(C=1C(=C(C=CC1)[C@@H](C)NC1=C2C(=C(N=N1)C)C=NC(=C2)C=2C=C(CN1CCC(CC1)C1=CC=C(C=C1)C1C(NC(CC1)=O)=O)C=CC2F)F)F